2-(4,4-difluoroazepan-1-yl)-6-methyl-N-(2-sulfamoylpyridin-4-yl)-nicotinamide FC1(CCN(CCC1)C1=C(C(=O)NC2=CC(=NC=C2)S(N)(=O)=O)C=CC(=N1)C)F